citric acid di-(4-ethoxy-4-oxo-butan-2-yl) ester C(C)OC(CC(C)OC(CC(O)(C(=O)O)CC(=O)OC(C)CC(=O)OCC)=O)=O